ClC=1C(=C(C=CC1)C=1CCCC2=C(C1C1=CC=C(C=C1)CC1CN(C1)CCC(F)F)C=CC=C2)C 8-(3-Chloro-2-methylphenyl)-9-(4-((1-(3,3-difluoropropyl)azetidin-3-yl)methyl)phenyl)-6,7-dihydro-5H-benzo[7]annulen